FC=1C=C2C(=CNC2=CC1)C#N 5-fluoro-1H-indol-3-carbonitril